O1CCCC2=CC=C(C=C12)CNC(C(=O)O)(CCC(C)(C)C)C 2-{[(7-chromanyl)methyl]amino}-2,5,5-trimethylhexanoic acid